2-(4-{[(3s,4r)-4-fluoropiperidin-3-yl]amino}pyrido[3,4-d]pyridazin-1-yl)-5-(trifluoromethyl)phenol F[C@H]1[C@H](CNCC1)NC=1N=NC(=C2C1C=NC=C2)C2=C(C=C(C=C2)C(F)(F)F)O